n-butyl-phosphonium tetraphenylborate C1(=CC=CC=C1)[B-](C1=CC=CC=C1)(C1=CC=CC=C1)C1=CC=CC=C1.C(CCC)[PH3+]